5-bromo-1-((3-(cyclopropylmethyl)-1-methyl-1H-pyrazol-5-yl)methyl)-1H-1,2,4-triazole BrC1=NC=NN1CC1=CC(=NN1C)CC1CC1